C(CC(=O)OCO)(=O)OCO dimethylol malonate